The molecule is a member of the class of chalcones that is trans-chalcone substituted by hydroxy groups at positions 2', 3 and 4. The precursor of 3',4'-dihydroxyaurone. It is a member of chalcones and a member of catechols. It derives from a trans-chalcone. It is a conjugate acid of a 2',3,4-trihydroxy-trans-chalcone(1-). C1=CC=C(C(=C1)C(=O)/C=C/C2=CC(=C(C=C2)O)O)O